C(C)C(CCO)CCO 3-Ethyl-pentan-1,5-diol